C1NCC12CCN(CC2)C(=O)OC(C)(C)C tert-butyl {2,7-diazaspiro[3.5]nonan-7-yl}formate